4-oxo-2,3-dihydro-1,5-benzothiazepin-3-yl carbamate C(N)(OC1CSC2=C(NC1=O)C=CC=C2)=O